1,5-dimethyl-2-[(2,2,2-trifluoroethyl)sulfinyl]-4-[[6-[(trifluoromethyl)thio]hexyl]oxy]benzene methyl-4-(4-(((tert-butoxycarbonyl)amino)methyl)piperazin-1-yl)-2-fluorobenzoate COC(C1=C(C=C(C=C1)N1CCN(CC1)CNC(=O)OC(C)(C)C)F)=O.CC1=C(C=C(C(=C1)C)OCCCCCCSC(F)(F)F)S(=O)CC(F)(F)F